O=C1NC(CCCC1N1C(N(C2=C1C=CC=C2/C=C/C(=O)OC(C)(C)C)C)=O)=O tert-butyl (E)-3-[1-(2,7-dioxoazepan-3-yl)-3-methyl-2-oxobenzimidazol-4-yl]prop-2-enoate